(S)-2-(3-(azepan-4-ylthio)-1,2,4-triazin-6-yl)-5-(1H-imidazol-1-yl)phenol N1CC[C@H](CCC1)SC=1N=NC(=CN1)C1=C(C=C(C=C1)N1C=NC=C1)O